C(CC(=O)N[C@@H](CS)C(=O)NCC(=O)O)[C@@H](C(=O)O)N glutathionE